C(#N)[C@H]1N(CCC1)C(CN1C[C@@H](CC1)C(=O)NC1=CC=NC2=CC=CC=C12)=O (R)-1-(2-((S)-2-cyanopyrrolidin-1-yl)-2-oxoethyl)-N-(quinolin-4-yl)pyrrolidine-3-carboxamide